2-(4-fluoro-2-methylphenyl)-3-oxo-2,3-dihydropyridazine-4-carboxylic acid FC1=CC(=C(C=C1)N1N=CC=C(C1=O)C(=O)O)C